C(C)(C)(C)OC(=O)N1CCC2(CC(C2)=CC=2C(=NOC2C2CC2)C2=C(C=CC=C2Cl)Cl)CC1 2-((5-cyclopropyl-3-(2,6-dichlorophenyl)isoxazol-4-yl)methylene)-7-azaspiro[3.5]nonane-7-carboxylic acid tert-butyl ester